lactoyl chloride C(C(O)C)(=O)Cl